(2-methoxyethoxy)methyl (3aS,4S,7S,7aR)-2-(4-cyano-2-fluoro-3-(trifluoromethyl)phenyl)-4,7-dimethyl-1,3-dioxo-2,3,3a,4,7,7a-hexahydro-1H-4,7-epoxyisoindole-5-carboxylate C(#N)C1=C(C(=C(C=C1)N1C([C@H]2[C@@]3(C=C([C@]([C@H]2C1=O)(O3)C)C(=O)OCOCCOC)C)=O)F)C(F)(F)F